CON(C(=O)C=1C=CC2=C(N(C=N2)C)C1)C N-methoxy-N,1-dimethyl-1H-benzo[d]imidazole-6-formamide